FC=1C=C(C=CC1)N1N=CC=2C1=NC(=NC2NC(=O)C=2SC(=CC2)[N+](=O)[O-])C=2C=CC1=C(N=C(S1)C)C2 N-(1-(3-fluorophenyl)-6-(2-methylbenzo[d]thiazol-5-yl)-1H-pyrazolo[3,4-d]pyrimidin-4-yl)-5-nitrothiophene-2-carboxamide